CC1=C(C(=O)N[C@H](C)C2=CC(=CC=C2)C2=CC(=CC=C2)N2CCNCC2)C=C(C=C1)N1CCN(CC1)C 2-Methyl-5-(4-methylpiperazin-1-yl)-N-[(1R)-1-[3-(3-piperazin-1-ylphenyl)phenyl]ethyl]benzamide